((2R,3S,4R,5R)-5-(4-aminopyrrolo[2,1-f][1,2,4]triazin-7-yl)-5-cyano-3,4-dihydroxytetrahydrofuran-2-yl)methyl-3,3,3-trifluoropropanoate NC1=NC=NN2C1=CC=C2[C@]2([C@@H]([C@@H]([C@H](O2)COC(CC(F)(F)F)=O)O)O)C#N